methyl-pyridinium chloride [Cl-].C[N+]1=CC=CC=C1